C(C)OC(=O)C1=CC2=C(C(=C(O2)Br)CCO[Si](C2=CC=CC=C2)(C2=CC=CC=C2)C(C)(C)C)C(=C1)OC 2-Bromo-3-(2-((tert-butyldiphenylsilyl)oxy)ethyl)-4-methoxybenzofuran-6-carboxylic acid ethyl ester